5-methyl-2-carbonylpiperidine-1-carboxylic acid tert-butyl ester C(C)(C)(C)OC(=O)N1C(CCC(C1)C)=C=O